C(CC)S(=O)(=O)C1=NN=C(S1)NC(C1=C(C=CC=C1)C(F)(F)F)=O N-(5-(propylsulfonyl)-1,3,4-thiadiazole-2-yl)-2-(trifluoromethyl)benzamide